(1S,3aS,6aR)-N-((S)-1-cyano-2-((S)-2-oxopiperidin-3-yl)ethyl)-2-(4,7-difluoro-6-methyl-1H-indole-2-carbonyl)-5,5-difluorooctahydrocyclopenta[c]pyrrole-1-carboxamide C(#N)[C@H](C[C@H]1C(NCCC1)=O)NC(=O)[C@H]1N(C[C@@H]2[C@H]1CC(C2)(F)F)C(=O)C=2NC1=C(C(=CC(=C1C2)F)C)F